C(CCCCCC)N(SC=1SC2=C(N1)C=CC=C2)CCCCCCC N,N-diheptyl-2-benzothiazolyl-sulphenamide